7-Chloro-2-(4-methoxybenzyl)-1-methyl-5-(2-methylpyridin-3-yl)-1,5-dihydro-4H-imidazo[4,5-c]quinolin-4-one ClC=1C=CC=2C3=C(C(N(C2C1)C=1C(=NC=CC1)C)=O)N=C(N3C)CC3=CC=C(C=C3)OC